tert-butyl (2R,4S)-2-(((S)-1-(((1H-pyrrolo[3,2-c]pyridin-2-yl)methyl)amino)-1-oxopropan-2-yl)carbamoyl)-4-(3-chloro-4-fluorobenzyl)pyrrolidine-1-carboxylate N1C(=CC=2C=NC=CC21)CNC([C@H](C)NC(=O)[C@@H]2N(C[C@H](C2)CC2=CC(=C(C=C2)F)Cl)C(=O)OC(C)(C)C)=O